[Cl-].C(C1=CC=CC=C1)[N+]1=CN(C=C1)[C@H](C(=O)NCC1=CC(=CC(=C1)C(C)(C)C)C(C)(C)C)CCSC (S)-3-benzyl-1-(1-((3,5-di-tert-butylbenzyl)amino)-4-(methylthio)-1-oxobutan-2-yl)-1H-imidazol-3-ium chloride